N-{3-[(1S)-1-(4-bromo-2-fluorophenoxy)ethyl]-1,2,4-thiadiazol-5-yl}methanesulfonamide BrC1=CC(=C(O[C@@H](C)C2=NSC(=N2)NS(=O)(=O)C)C=C1)F